FC=1C(=NNC1)NC=1SC(=CN1)C(=O)NC1=C(C(=CC=C1C)O)C 2-((4-Fluoro-1H-pyrazol-3-yl)amino)-N-(3-hydroxy-2,6-dimethylphenyl)thiazole-5-carboxamide